C(CCCCCCCC=CCCCC)(=O)OCC ethyl 9-tetradecenoate